(2S,3S)-ethyl 3-((2-(2-chloro-5-trityl-5H-pyrrolo[2,3-b]pyrazin-7-yl)-7-(1,3-difluoropropan-2-yl)-7H-pyrrolo[2,3-d]pyrimidin-4-yl)amino)bicyclo[2.2.2]octane-2-carboxylate ClC=1N=C2C(=NC1)N(C=C2C=2N=C(C1=C(N2)N(C=C1)C(CF)CF)N[C@@H]1[C@H](C2CCC1CC2)C(=O)OCC)C(C2=CC=CC=C2)(C2=CC=CC=C2)C2=CC=CC=C2